CN1N=C(C(=C1)C1=C2C(=NC=C1)NC=C2)C2=NC=CN=C2 4-(1-methyl-3-pyrazin-2-yl-pyrazol-4-yl)-1H-pyrrolo[2,3-b]Pyridine